2-(dibutylamino)butanol C(CCC)N(C(CO)CC)CCCC